Cl.C1(CC1)CN1[C@H]2[C@@]3(CC[C@H]([C@H]4[C@@]3(C=3C(=C(C=CC3C2)O)O4)CC1)N(C(\C=C\C1=COC=C1)=O)C)O 17-(cyclopropylmethyl)-3,14beta-dihydroxy-4,5alpha-epoxy-6beta-[N-methyl-trans-3-(3-furyl)acrylamido]morphinan hydrochloride